ClC1=C(N2CCCC2=C1C(=O)NC1=CC(=C(C=C1)F)F)C(C(=O)N[C@H](C)C1=NC(=NO1)C)=O (R)-6-chloro-N-(3,4-difluorophenyl)-5-(2-((1-(3-methyl-1,2,4-oxadiazol-5-yl)ethyl)amino)-2-oxoacetyl)-2,3-dihydro-1H-pyrrolizine-7-carboxamide